N-(2,4-difluorobenzyl)-N-(4-fluorobenzyl)-4-(3-(pyridin-4-ylmethyl)ureido)benzenesulfonamide FC1=C(CN(S(=O)(=O)C2=CC=C(C=C2)NC(=O)NCC2=CC=NC=C2)CC2=CC=C(C=C2)F)C=CC(=C1)F